5-chloro-4-[2R-(1,1-difluoroethyl)piperazin-1-yl]-2-(2-fluoro-4-pyridinyl)-1H-pyrimidin-6-one ClC1=C(N=C(NC1=O)C1=CC(=NC=C1)F)N1[C@H](CNCC1)C(C)(F)F